ClC1=C2C=NC(=NC2=C(C=C1)C=1C=NC=CC1C)NC1=CC(=C(C=C1)C1COCC1)CN(C)C 5-Chloro-N-(3-((dimethylamino)methyl)-4-(tetrahydrofuran-3-yl)phenyl)-8-(4-methylpyridin-3-yl)quinazoline-2-Amine